C(C)(C)[C@H](NC(CNC(OC(C)(C)C)=O)=O)C(N[C@H](C(NCCNC(=O)C1=C(C(=C(S1)NC(C(CC)C1=CC=C(C=C1)F)=O)C(=O)OC)C)=O)C(C)C)=O methyl 5-(((9S,12S)-9,12-diisopropyl-2,2-dimethyl-4,7,10,13-tetraoxo-3-oxa-5,8,11,14-tetraazahexadecan-16-yl)carbamoyl)-2-(2-(4-fluorophenyl)butanamido)-4-methylthiophene-3-carboxylate